N-[4-(methoxymethyl)phenyl]-N-methyl-2-nitro-benzenesulfonamide COCC1=CC=C(C=C1)N(S(=O)(=O)C1=C(C=CC=C1)[N+](=O)[O-])C